tert-butyl (S)-2-methyl-4-(1-((2-methyl-[1,2,4]triazolo[1,5-a]pyridin-6-yl)carbamoyl)-2,3-dihydro-1H-pyrrolo[2,3-b]pyridin-4-yl)piperazine-1-carboxylate C[C@@H]1N(CCN(C1)C1=C2C(=NC=C1)N(CC2)C(NC=2C=CC=1N(C2)N=C(N1)C)=O)C(=O)OC(C)(C)C